(1S,2R)-1-hydroxy-1-phenylpropan O[C@@H](CC)C1=CC=CC=C1